FC1=CC=C(C=C1)[C@H](C)NC1=NC(=CC(=C1)C1=NNC=C1)NC1=NC=CN=C1 (S)-N2-[1-(4-fluorophenyl)ethyl]-N6-(pyrazin-2-yl)-4-(1H-pyrazol-3-yl)pyridine-2,6-Diamine